FC(=C(F)F)SSC methyl (perfluorovinyl) disulfide